chloro-2,5-dimethylbenzeneacetic acid ClC=1C(=C(C=C(C1)C)CC(=O)O)C